C1(CCC1)OC(C1=CC=CC=C1)=O Cyclobutylbenzoate